5-bromo-4-chloro-2-fluoroaniline BrC=1C(=CC(=C(N)C1)F)Cl